C(C)N[C@@H]1CNCC1 (S)-3-(ethylamino)pyrrolidine